FC(C)(F)C1=NC(=CC(=N1)N1CC2(C=3C=NC(=CC31)NC(C)=O)CC2)COC N-(1'-(2-(1,1-difluoroethyl)-6-(methoxymethyl)pyrimidin-4-yl)-1',2'-dihydrospiro[cyclopropane-1,3'-pyrrolo[3,2-c]pyridin]-6'-yl)acetamide